C1(CCCC1)[Si](NCC)(NCC)C1CCCC1 4,4-dicyclopentyl-3,5-diaza-4-silaheptane